S1C2=C(C=C1)C(=CC=C2)N2CCN(CC2)CCCCOC2=CC=C1C=CC(N(C1=C2)COC(CC)=O)=O Propionic acid 7-[4-(4-benzo[b]thiophen-4-ylpiperazin-1-yl)butoxy]-2-oxo-2H-quinolin-1-ylmethyl ester